C(C1=CC=CC=C1)OC(=O)N1[C@H]([C@@H](C[C@H](C1)NC(=O)OC(C)(C)C)F)C |r| rac-(2S,3R,5R)-5-((tert-butoxycarbonyl)amino)-3-fluoro-2-methylpiperidine-1-carboxylic acid benzyl ester